N-((3R,4S)-1-((3-bromophenyl)sulfonyl)-3-methylpiperidin-4-yl)-8-cyclobutoxy-7-(1H-pyrazol-4-yl)-[1,2,4]triazolo[1,5-c]pyrimidin-2-amine BrC=1C=C(C=CC1)S(=O)(=O)N1C[C@H]([C@H](CC1)NC1=NN2C=NC(=C(C2=N1)OC1CCC1)C=1C=NNC1)C